NC=1NC(C2=C(N1)NC(=C2C2=C(C(=CC=C2)C)F)C2=CC=C(C=C2)S(=O)(=O)N(C)C)=O 4-(2-Amino-5-(2-fluoro-3-methylphenyl)-4-oxo-4,7-dihydro-3H-pyrrolo[2,3-d]pyrimidin-6-yl)-N,N-dimethylbenzenesulfonamide